5-Hydroxy-4'-methoxy-8-(2-hydroxy-3-methyl-3-butenyl)flavone OC1=C2C(C=C(OC2=C(C=C1)CC(C(=C)C)O)C1=CC=C(C=C1)OC)=O